ClC1=NN(C=C1C(=O)NC1CCC(CC1)NC1=CC=CC=2N1C=C(N2)C(F)(F)F)CC(F)F 3-chloro-1-(2,2-difluoroethyl)-N-[(1s,4s)-4-{[2-(trifluoromethyl)imidazo[1,2-a]pyridin-5-yl]amino}cyclohexyl]-1H-pyrazole-4-carboxamide